BrC1=NN(C(=C1C#N)N(C)C(=O)OC(C)(C)C)[C@H]1C[C@@H](N(C1)C(=O)OC(C)(C)C)COC tert-butyl (2R,4S)-4-{3-bromo-5-[(tert-butoxycarbonyl)(methyl)amino]-4-cyanopyrazol-1-yl}-2-(methoxymethyl)pyrrolidine-1-carboxylate